S1C(=NC2=C1C=CC=C2)NC2=C(C=C(N=N2)NC=2SC=C(N2)C(=O)OCC)C ethyl 2-({6-[(1,3-benzothiazol-2-yl)amino]-5-methylpyridazin-3-yl}amino)-1,3-thiazole-4-carboxylate